methyl 6-bromo-4-methylpyrazolo[1,5-a]pyridine-3-carboxylate BrC=1C=C(C=2N(C1)N=CC2C(=O)OC)C